(1S,2s)-2-[[tert-butyl-(dimethyl)silyl]oxymethyl]-1-methyl-cyclopentanol C(C)(C)(C)[Si](OC[C@H]1[C@](CCC1)(O)C)(C)C